(E)-2-cyano-N-(5-fluoropyridin-2-yl)-3-(4-(naphthalen-1-yl)thiophen-2-yl)acrylamide C(#N)/C(/C(=O)NC1=NC=C(C=C1)F)=C\C=1SC=C(C1)C1=CC=CC2=CC=CC=C12